ClC1=C(C=CC=C1Cl)C=1C(=CC2=C(NC(OC2=O)=O)C1F)CCC#N 3-(7-(2,3-Dichlorophenyl)-8-fluoro-2,4-dioxo-1,4-dihydro-2H-benzo[d][1,3]oxazin-6-yl)propanenitrile